NCC(C(F)(F)F)(O)C1=NC(=C(C(=C1)C(C)(C)O)F)C1=CC=C(C=C1)Cl (-)-3-amino-2-(6-(4-chlorophenyl)-5-fluoro-4-(2-hydroxypropan-2-yl)pyridin-2-yl)-1,1,1-trifluoropropan-2-ol